1-tert-butyl-3-(4-chloro-phenyl)-1H-pyrazolo[3,4-d]pyrimidin-4-amine C(C)(C)(C)N1N=C(C=2C1=NC=NC2N)C2=CC=C(C=C2)Cl